methyl ((4-(2-((6-((4,6-bis((2-butyloctyl) oxy)-1,3,5-triazin-2-yl)amino)hexyl)amino)-2-oxoethoxy)phenyl)(2,4-dimethoxyphenyl)methyl)carbamate C(CCC)C(COC1=NC(=NC(=N1)OCC(CCCCCC)CCCC)NCCCCCCNC(COC1=CC=C(C=C1)C(C1=C(C=C(C=C1)OC)OC)NC(OC)=O)=O)CCCCCC